3,3-difluoro-2-hydroxy-3-(2-methoxyphenyl)propionitrile FC(C(C#N)O)(C1=C(C=CC=C1)OC)F